COC(=O)[C@H]1CN([C@H](CC1)C)C(CC1=CC=C(C=C1)F)=O (3R,6S)-1-(2-(4-fluorophenyl)acetyl)-6-methylpiperidine-3-carboxylic acid methyl ester